COC([C@H](CC(F)F)NC(=O)OC(C(F)(F)C1=CC(=CC=C1)Cl)C1=CC=CC=C1)=O (2S)-2-(((2-(3-chlorophenyl)-2,2-difluoro-1-phenylethoxy)carbonyl)amino)-4,4-difluorobutanoic acid methyl ester